2-(2-hydroxy-4-methylphenyl)-3-(pyridin-4-yl)-6,7-dihydropyrazolo[1,5-a]pyrazin OC1=C(C=CC(=C1)C)C1=NN2C(C=NCC2)=C1C1=CC=NC=C1